O1C(=CC=C1)CN1C(=CC2=C(C=CC=C12)N1CCNCC1)C(F)(F)F 1-(Furan-2-Ylmethyl)-4-(Piperazin-1-Yl)-2-(Trifluoromethyl)-1H-Indole